C(CCC)C(CCOC(CCCCCCCN(CCCCCCCC(OC(CCCCCCC)CCCCCCC)=O)CCCN)=O)CCCC 8-((3-aminopropyl)(8-oxo-8-(pentadec-8-yloxy)octyl)amino)octanoic acid 3-butylheptyl ester